[N-](S(=O)(=O)C(F)(F)F)S(=O)(=O)C(F)(F)F.CN1C=[NH+]C=C1 1-methylimidazolium bis(trifluoromethanesulfonyl)imide